5-bromobenzene-1,3-diformaldehyde BrC=1C=C(C=C(C1)C=O)C=O